CC1(CN(CCN1)C(=O)C=1C(=CC(=NC1)C#N)C)C 5-(3,3-dimethylpiperazine-1-carbonyl)-4-methylpicolinonitrile